CC(C[C@@H](C(N[C@@H](C[C@H]1C(NCC1)=O)C(COC1=C(C(=CC(=C1F)F)F)F)=O)=O)NC(C(=O)NC1=NC=CC=C1)=O)C N1-((S)-4-methyl-1-oxo-1-(((S)-3-oxo-1-((S)-2-oxopyrrolidin-3-yl)-4-(2,3,5,6-tetrafluorophenoxy)butan-2-yl)amino)pentan-2-yl)-N2-(pyridin-2-yl)oxalamide